N-[2-[3-(2,4-dimethyl-1,3-thiazol-5-yl)-6-oxopyridazin-1-yl]ethyl]-2-(1-methyltetrazol-5-yl)sulfonyl-acetamide CC=1SC(=C(N1)C)C1=NN(C(C=C1)=O)CCNC(CS(=O)(=O)C1=NN=NN1C)=O